COC(=O)C1=NC2=CC=CN=C2C=C1O hydroxy-1,5-naphthyridine-2-carboxylic acid methyl ester